3-(5-(4-(5-(4-(3-(3,4-Difluorophenyl)-7-hydroxychroman-4-yl)-2-fluorophenoxy)pentyl)piperazin-1-yl)-1-oxoisoindolin-2-yl)piperidin-2,6-dion FC=1C=C(C=CC1F)C1COC2=CC(=CC=C2C1C1=CC(=C(OCCCCCN2CCN(CC2)C=2C=C3CN(C(C3=CC2)=O)C2C(NC(CC2)=O)=O)C=C1)F)O